(R)-2-(8-((1-methylpiperidin-3-yl)amino)imidazo[1,2-d][1,2,4]triazin-5-yl)-5-(trifluoromethyl)phenol CN1C[C@@H](CCC1)NC=1C=2N(C(=NN1)C1=C(C=C(C=C1)C(F)(F)F)O)C=CN2